(E)-6-chloro-3-(3-(4-methoxyphenyl)propenyl)-4-methylquinolin ClC=1C=C2C(=C(C=NC2=CC1)\C=C\CC1=CC=C(C=C1)OC)C